6-Chloro-5-methyl-3-(methylsulfonyl)-1,2,4-triazine ClC1=C(N=C(N=N1)S(=O)(=O)C)C